(R)-3-((2-chloropyridin-3-yl)oxy)butan-1-ol ClC1=NC=CC=C1O[C@@H](CCO)C